P(OCC(CBr)(CBr)CBr)([O-])=O 2,2-dibromomethyl-3-bromopropyl phosphonate